[(4R)-4-ethyl-1-[(5-fluoro-3-pyridyl)-[(1R,2R)-2-[(3-hydroxy-2,2,3-trimethyl-chroman-4-yl)carbamoyl]cyclopropyl]methyl]-4-methyl-6-oxo-hexahydropyrimidin-2-ylidene]ammonium C(C)[C@]1(NC(N(C(C1)=O)C([C@H]1[C@@H](C1)C(NC1C(C(OC2=CC=CC=C12)(C)C)(C)O)=O)C=1C=NC=C(C1)F)=[NH2+])C